C(C)(C)(C)OC(NCC=1C=C2C=C(C=NC2=CN1)Br)=O ((3-bromo-1,7-naphthyridin-6-yl)methyl)carbamic acid tert-butyl ester